OC=C1C=C(CCC1)C=O 3-(hydroxymethylene)-1-cyclohexene-1-carbaldehyde